C(C)S[C@@H]1[C@H](C[C@@H](OC1)C(=O)N1[C@H](C2=CC=CC=C2CC1)C1=CC=C(C=C1)F)NS(=O)(=O)C1=CC=C(C=C1)C N-((2R,4S,5R)-5-(ethylthio)-2-((S)-1-(4-fluorophenyl)-1,2,3,4-tetrahydroisoquinoline-2-carbonyl)tetrahydro-2H-pyran-4-yl)-4-methylbenzenesulfonamide